6-(2-methoxyvinyl)benzo-[d][1,3]oxathiole COC=CC1=CC2=C(SCO2)C=C1